C(N)(OC(C[C@@H]1CN(CCC1)CC(=O)N)(C)C)=O (R)-(1-(2-amino-2-oxoethyl)piperidin-3-yl)tert-butyl carbamate